4,7-diazaundecan-11-oate CCCNCCNCCCC(=O)[O-]